butylsulfonyl-indole-3-carbaldehyde C(CCC)S(=O)(=O)C=1NC2=CC=CC=C2C1C=O